COCCO[C@H]1[C@@H](O[C@@H]([C@H]1O)CO)N1C=NC=2C(=O)NC(N)=NC12 [2'-O-(2-methoxyethyl)]guanosine